Tert-butyl {[2-(difluoromethyl)pyridin-4-yl]methyl}carbamate FC(C1=NC=CC(=C1)CNC(OC(C)(C)C)=O)F